CC1=CC=CC(=N1)N1CCNCCC1 1-(6-Methylpyridin-2-yl)-1,4-diazepane